N1CC(C1)COC=1C=NC=CC1C1=C(C=2C(NCC(C2N1)CCC=O)=O)NC1=C(C(=CC=C1)F)OC 3-{2-[3-(Azetidin-3-ylmethoxy)pyridin-4-yl]-3-[(3-fluoro-2-methoxyphenyl)amino]-4-oxo-4,5,6,7-tetrahydro-1H-pyrrolo[3,2-c]pyridin-7-yl}propanal